ClC1=C2C[C@H]([C@H](C2=CC=C1)NC([O-])=O)NC([O-])=O (1S,2R)-4-Chloro-2,3-dihydro-1H-inden-1,2-diyl-dicarbamat